OC(CC(CCCCCCCCCCCCCCC)N(CCO)CCCN)O dihydroxyethyl-aminopropyl-hydroxyethyl-hexadecylamine